BrC=1C(=NC2=CC=CC=C2C1)N 3-bromoquinoline-2-Amine